FC(C1=NN=C(O1)C=1C=CC(=NC1)CN(C(=O)C1(CN(C1)C1CCN(CC1)C1COC1)F)C1=CC(=CC=C1)F)F N-((5-(5-(difluoromethyl)-1,3,4-oxadiazol-2-yl)pyridin-2-yl)methyl)-3-fluoro-N-(3-fluorophenyl)-1-(1-(oxetan-3-yl)piperidin-4-yl)azetidine-3-carboxamide